3-[4-(3-piperidinyl)phenoxy]piperidine-2,6-dione N1CC(CCC1)C1=CC=C(OC2C(NC(CC2)=O)=O)C=C1